ICC1CC12COCC2 (iodomethyl)-5-oxaspiro[2.4]heptane